C(CC#N)#N racemic-malononitrile